FC=1C=C2C(NN=C(C2=CC1F)[C@@H](C)N(C(=O)C=1C=C2C(=CC=CN2C1)F)C)=O (R)-N-(1-(6,7-difluoro-4-oxo-3,4-dihydrophthalazin-1-yl)ethyl)-8-fluoro-N-methylindolizine-2-carboxamide